1-dodecyl-3-methyl-imidazole bromine salt [Br].C(CCCCCCCCCCC)N1CN(C=C1)C